FC=1C(=NC=C(C1)F)NC1=NC=C(C(=O)NOCC)C(=C1)NC1=C(C(=CC(=C1)F)C1=NC=CC=N1)OC 6-((3,5-difluoropyridin-2-yl)-amino)-N-ethoxy-4-((5-fluoro-2-methoxy-3-(pyrimidin-2-yl)-phenyl)amino)nicotinamide